4-mercapto-2,6-dimethylphenol SC1=CC(=C(C(=C1)C)O)C